N[C@@H](C)C=1N(C(C2=C(C(=CC=C2C1)F)C#CC=1C=NN(C1)C)=O)C1=C(C(=C(C(=C1[2H])[2H])[2H])[2H])[2H] (S)-3-(1-aminoethyl)-7-fluoro-8-((1-methyl-1H-pyrazole-4-yl)ethynyl)-2-(phenyl-d5)isoquinolin-1(2H)-one